sulfamoyl-benzene S(N)(=O)(=O)C1=CC=CC=C1